C(C)(C)(C)OC(N(C)C=1C(=NC=CC1)NC(=S)NC(=N)C=1C=C2C(=CN1)OC(C2)(C)C)=O tert-Butyl(2-(3-((2,2-dimethyl-2,3-dihydrofuro[2,3-c]pyridin-5-yl)(imino)methyl)thioureido)pyridin-3-yl)(methyl)carbamate